CC(C)(C)C1=NN(C(=C1)NC(=O)NC2=C(C=C(C=C2)OC3=CC(=NC=C3)C(=O)NC)F)C4=CC5=C(C=C4)N=CC=C5 The molecule is a member of the class of ureas that is urea in which one of the nitrogens bears a 3-tert-butyl-1-(quinolin-6-yl)-1H-pyrazol-5-yl substituent, while the other bears a 2-fluoro-4-{[2-(methylcarbamoyl)pyridin-4-yl]oxy}phenyl substituent. It has a role as a tyrosine kinase inhibitor. It is a member of quinolines, a pyridinecarboxamide, a member of pyrazoles, an organofluorine compound and a member of phenylureas.